C(C1=CC=CC=C1)[N+](C)(C)C N-benzyl-N,N,N-trimethyl-ammonium